F[C@@H]1C(NC(C[C@@H]1N1C=CC2=C1N=NC(=C2)C=2C(=CC1=C(N=C(S1)C)C2)O)(C)C)(C)C 5-{7-[(3S,4S)-3-fluoro-2,2,6,6-tetramethylpiperidin-4-yl]-7H-pyrrolo[2,3-c]pyridazin-3-yl}-2-methyl-1,3-benzothiazol-6-ol